6-(6-((3S,4R)-3,4-dihydroxypiperidin-1-yl)pyridin-3-yl)-4-((R)-1-(5-fluoropyridin-2-yl)eth-oxy)pyrazolo[1,5-a]pyridine-3-carbonitrile O[C@H]1CN(CC[C@H]1O)C1=CC=C(C=N1)C=1C=C(C=2N(C1)N=CC2C#N)O[C@H](C)C2=NC=C(C=C2)F